tert-butyl 6-(8-(benzo[d]thiazol-2-ylcarbamoyl)-4,4-dimethyl-3,4-dihydroisoquinolin-2(1H)-yl)-3-[5-methyl-1-(tricyclo[3.3.1.13,7]dec-1-ylmethyl)-1H-pyrazol-4-yl]picolinate S1C(=NC2=C1C=CC=C2)NC(=O)C=2C=CC=C1C(CN(CC21)C2=CC=C(C(=N2)C(=O)OC(C)(C)C)C=2C=NN(C2C)CC21CC3CC(CC(C2)C3)C1)(C)C